tert-butyl (R)-4-(2-(3-(3-((4-cyclohexylbenzyl)(cyclopropyl)carbamoyl) piperidin-1-yl)phenoxy)-2-methylpropanoyl)piperazine-1-carboxylate C1(CCCCC1)C1=CC=C(CN(C(=O)[C@H]2CN(CCC2)C=2C=C(OC(C(=O)N3CCN(CC3)C(=O)OC(C)(C)C)(C)C)C=CC2)C2CC2)C=C1